BrC=1C(N(C(=CC1OCC1=C(C=C(C=C1)F)F)C)C1=CC=C(CNC(CO)=O)C=C1)=O N-{4-[3-bromo-4-[(2,4-difluorobenzyl)oxy]-6-methyl-2-oxopyridin-1(2H)-yl]benzyl}-2-hydroxyacetamide